BrC1=C(C=CC(=N1)C(=O)OCC)OC1=C(C=C(C=C1)F)F Ethyl 6-bromo-5-(2,4-difluorophenoxy)picolinate